3-(2-amino-4-methylanilino)propan-1-ol NC1=C(NCCCO)C=CC(=C1)C